COCC(=O)N1[C@H](CN(CC1)C(=O)OC(C)(C)C)C tert-butyl (S)-4-(2-methoxyacetyl)-3-methylpiperazine-1-carboxylate